2-chloro-N-(4-(1-methyl-4-(trifluoromethyl)-1H-imidazol-2-yl)benzyl)-5,7-dihydrofuro[3,4-d]pyrimidin-4-amine ClC=1N=C(C2=C(N1)COC2)NCC2=CC=C(C=C2)C=2N(C=C(N2)C(F)(F)F)C